FC1=C2C=CN(C2=C(C=C1)C)C1=CC(=CC=C1)CC1CN(CCC1)C 4-fluoro-7-methyl-N-(3-((1-methylpiperidin-3-yl)methyl)phenyl)-1H-indole